(5S)-8-chloro-N-ethyl-1-[trans-4-(pyridin-2-yloxy)cyclohexyl]-5,6-dihydro-4H-[1,2,4]triazolo[4,3-a][1]benzazepine-5-amine ClC=1C=CC2=C(C[C@@H](CC=3N2C(=NN3)[C@@H]3CC[C@H](CC3)OC3=NC=CC=C3)NCC)C1